2-Chloro-4-(2-(2-fluoro-4-nitrophenoxy)-4-isopropylphenyl)pyrimidine ClC1=NC=CC(=N1)C1=C(C=C(C=C1)C(C)C)OC1=C(C=C(C=C1)[N+](=O)[O-])F